bistrifluoroethyl phosphonate P(OCC(F)(F)F)(OCC(F)(F)F)=O